CC(C)(C)P(C(=C(C1=CC=CC=C1)C1=CC=CC=C1)C)C(C)(C)C bis(1,1-dimethylethyl)(1-methyl-2,2-diphenylvinyl)phosphine